rac-(4aR,8aS)-6-(4-((4-Fluorophenyl)(methoxy)methyl)piperidine-1-carbonyl)hexahydro-2H-pyrido[4,3-b][1,4]oxazin-3(4H)-one FC1=CC=C(C=C1)C(C1CCN(CC1)C(=O)N1C[C@@H]2[C@@H](OCC(N2)=O)CC1)OC |r|